7-(4-bromo-2-methylphenyl)-1-methyl-6,7-dihydro-1H-pyrazolo[3,4-f]-[1,4]oxazepin BrC1=CC(=C(C=C1)N1CCOC=2C(=C1)N(NC2)C)C